1-(2',6'-bis(benzyloxy)-5-fluoro-[3,3'-bipyridin]-6-yl)piperidin C(C1=CC=CC=C1)OC1=NC(=CC=C1C=1C=NC(=C(C1)F)N1CCCCC1)OCC1=CC=CC=C1